BrC=1C=C(C=CC1)C1(CC(C1)O)C1=NN=C(N1C)S (1S,3S)-3-(3-bromophenyl)-3-(5-mercapto-4-methyl-4H-1,2,4-triazol-3-yl)cyclobutane-1-ol